CN1C=C(C[C@@H](N)C(=O)O)C2=CC=CC=C12 1-METHYL-D-TRYPTOPHAN